9-Fluoro-7-(methoxyimino)-1-carbonyl-6,7-dihydro-1H,5H-pyrido[3,2,1-ij]quinoline-3-carboxylic acid methyl ester COC(=O)C=1N2C3=C(C=C(C=C3C(C1)=C=O)F)C(CC2)=NOC